trans-2,3-dimethylcinnamic acid CC1=C(/C=C/C(=O)O)C=CC=C1C